2-(4-(2-(((trans)-4-(3-(4-cyano-3-(trifluoromethyl)phenyl)-5,5-dimethyl-4-oxo-2-thioxoimidazolidin-1-yl)cyclohexyl)oxy)ethyl)-3,3-difluoropiperidin-1-yl)acetic acid, hydrochloride Cl.C(#N)C1=C(C=C(C=C1)N1C(N(C(C1=O)(C)C)[C@@H]1CC[C@H](CC1)OCCC1C(CN(CC1)CC(=O)O)(F)F)=S)C(F)(F)F